C(#N)C=1C=C(C2=CN(N=C2C1)CC1=C2C=CN(C2=C(C=C1OC)C)C(=O)OC(C)(C)C)F tert-butyl 4-((6-cyano-4-fluoro-2H-indazol-2-yl)methyl)-5-methoxy-7-methyl-1H-indole-1-carboxylate